[(2E)-3,7-dimethylocta-2,6-dienyl]acetate C\C(=C/CCC(=O)[O-])\CCC=C(C)C